NC=1C=2N(C=C(C1)Br)C(NC2C2=C(C=CC(=C2)F)Cl)=O 8-Amino-6-bromo-1-(2-chloro-5-fluorophenyl)imidazo[1,5-a]pyridin-3(2H)-one